(R)-2-((1-(2-(1,4-Dimethyl-1H-pyrazol-3-yl)-6-methyl-4-oxo-4H-chromen-8-yl)ethyl)amino)benzoic acid CN1N=C(C(=C1)C)C=1OC2=C(C=C(C=C2C(C1)=O)C)[C@@H](C)NC1=C(C(=O)O)C=CC=C1